N1N=NN=C1 1H-1,2,3,4-tetrazol